BrC=1C=C(C=CC1)C1OCC1C=O (3-bromophenyl)oxetane-3-carbaldehyde